(R)-2-amino-N-(2-(3-methoxy-5-methylphenoxy)phenyl)propanamide N[C@@H](C(=O)NC1=C(C=CC=C1)OC1=CC(=CC(=C1)C)OC)C